5-bromo-6-fluoro-3-iodopyrazin-2-amine BrC=1N=C(C(=NC1F)N)I